C(#N)C=1C(=NC(=NC1)NC1=CC=C(C=C1)OCCOC)NC=1C=C(C=CC1)NC(C=C)=O N-(3-(5-cyano-2-(4-(2-methoxyethoxy)phenylamino)pyrimidin-4-ylamino)phenyl)acrylamide